10,10-dimethyl-3,6-bis(pyrrolidin-1-yl-d8)anthracen-9-ylium CC1(C=2C=C(C=CC2[CH+]C2=CC=C(C=C12)N1C(C(C(C1([2H])[2H])([2H])[2H])([2H])[2H])([2H])[2H])N1C(C(C(C1([2H])[2H])([2H])[2H])([2H])[2H])([2H])[2H])C